5-norbornen-2-ylmethyl methacrylate C(C(=C)C)(=O)OCC1C2C=CC(C1)C2